(R)-5-(4-chloro-2-fluorophenyl)-7-(2-(3-chlorophenyl)morpholino)-2,3-dimethylpyrido[4,3-d]pyrimidin-4(3H)-one ClC1=CC(=C(C=C1)C1=NC(=CC=2N=C(N(C(C21)=O)C)C)N2C[C@H](OCC2)C2=CC(=CC=C2)Cl)F